FC(C1C=C(C(C(=C1)C)C(=O)OCOC)C)F methoxymethyl 4-(difluoromethyl)-2,6-dimethylcyclohexa-2,5-diene-1-carboxylate